FC([C@@H]1[C@H]2[C@@H](N([C@@H](C1)C2)C(=O)OCCCC)C#C)F butyl (1R,3R,4S,5S)-5-(difluoromethyl)-3-ethynyl-2-azabicyclo[2.2.1]heptane-2-carboxylate